NC=1C(=NC(=CC1)CC(F)(F)F)C(=O)N Amino-6-(2,2,2-trifluoroethyl)picolinamide